ClC1=CC(=C(N=N1)OC)C1=CC(=NC=C1C(=O)NC=1SC2=C(N1)CN(C2)C(C2=NC(=C(C=C2)C#N)C)=O)C 4-(6-chloro-3-methoxypyridazin-4-yl)-N-(5-(5-cyano-6-methylpicolinoyl)-5,6-dihydro-4H-pyrrolo[3,4-d]thiazol-2-yl)-6-methylnicotinamide